C(CCCCCCCCCCCCCCC)N hexadecyl-amine